C1(CC1)C1=NC=NC(=C1C=1N=CC2=C(N1)C(=NN2COCC[Si](C)(C)C)CC2=C(C=C(C=C2)C=2N(C=C(N2)C(F)(F)F)C)F)OC 2-[[5-(4-cyclopropyl-6-methoxy-pyrimidin-5-yl)-3-[[2-fluoro-4-[1-methyl-4-(trifluoromethyl)imidazol-2-yl]phenyl]methyl]pyrazolo[4,3-d]pyrimidin-1-yl]methoxy]ethyl-trimethyl-silane